C(C1=CC=CC=C1)NC1=C(N=C2N1N=C(C(=N2)\C=C\C2=CC=C(C=C2)OC)C)C2=CC=C(C=C2)OC (E)-N-benzyl-6-(4-methoxyphenyl)-3-(4-methoxystyryl)-2-methylimidazo[1,2-b][1,2,4]triazin-7-amine